4-[(E)-2-(dimethylamino)vinyl]-N,N-dimethyl-3-nitro-benzenesulfonamide CN(/C=C/C1=C(C=C(C=C1)S(=O)(=O)N(C)C)[N+](=O)[O-])C